N1=NNC(C(=C1)C1=C2N=C(C(NC2=CC=C1)=O)C1=CC=CC=2C3=CC=CC=C3NC12)=O triazinonyl-carbazolyl-quinoxalinone